BrC1=C(CN2C3=NC=NC(=C3N=C2)N)C(=CC(=C1)Cl)OCCC[C@H](COC)NC (R)-9-(2-bromo-4-chloro-6-((5-methoxy-4-(methylamino)pentyl)oxy)benzyl)-9H-purin-6-amine